FC(C(=O)[O-])(F)F.FC1=C(C=CC(=C1F)OC)C1=CN=C2N1C=CN=C2NC2=CC(=C(C(=O)NCC1CC[N+](CC1)(C)CC(=O)O)C=C2)CC 2-[4-[[[4-[[3-(2,3-Difluoro-4-methoxy-phenyl)imidazo[1,2-a]pyrazin-8-yl]amino]-2-ethyl-benzoyl]amino]methyl]-1-methyl-piperidin-1-ium-1-yl]acetic acid 2,2,2-trifluoroacetate